bis(4-(trifluoromethoxy)benzyl)(2E,4E,6E,8E,10E,12E,14E)-2,6,11,15-tetramethylhexadecane FC(OC1=CC=C(CC(C(CCCC(CCCCC(CCCC(C)C)C)C)C)CC2=CC=C(C=C2)OC(F)(F)F)C=C1)(F)F